2-(bromomethyl)-2-[2-chloro-4-(4-chlorophenoxy)phenyl]-4-n-propyl-1,3-dioxolane BrCC1(OCC(O1)CCC)C1=C(C=C(C=C1)OC1=CC=C(C=C1)Cl)Cl